tert-butyl 2-[[(4-bromo-2,6-dimethoxyphenyl)methyl] (methyl)amino]acetate BrC1=CC(=C(C(=C1)OC)CN(CC(=O)OC(C)(C)C)C)OC